4-((R)-1'-(7-(((R)-1-(2,4-dichlorophenyl)ethyl)amino)-[1,2,4]triazolo[1,5-a]pyrimidin-5-yl)-[3,4'-bipiperidin]-1-yl)-2-methylbutanoic acid ClC1=C(C=CC(=C1)Cl)[C@@H](C)NC1=CC(=NC=2N1N=CN2)N2CCC(CC2)[C@@H]2CN(CCC2)CCC(C(=O)O)C